(S)-2-(3-((S)-1-Carboxy-5-(5-(4-(3-fluoropropyl)-1H-1,2,3-triazol-1-yl)pentanamido)pentyl)-2,4,6-trioxotetrahydropyrimidin-1(2H)-yl)pentanedioic Acid C(=O)(O)[C@H](CCCCNC(CCCCN1N=NC(=C1)CCCF)=O)N1C(N(C(CC1=O)=O)[C@H](C(=O)O)CCC(=O)O)=O